3-benzyl-1-(trans-4-((5-cyano-(1H-indazol-5-yl)-pyrimidin-2-yl)-amino)cyclohexyl)-1-(4-(1-methyl-1H-pyrazol-4-yl)-phenyl)urea C(C1=CC=CC=C1)NC(N(C1=CC=C(C=C1)C=1C=NN(C1)C)[C@@H]1CC[C@H](CC1)NC1=NC=C(C(=N1)C=1C=C2C=NNC2=CC1)C#N)=O